[Na+].N[C@@H](CCC(=O)[O-])C(=O)[O-].[Na+] l-glutamic acid sodium salt